N1(CCC1)C=1C=C(C=CC1)N1C(=C2C(N(N=CC2=C1C)C1=CC=C(C=C1)CC(=O)NC)=O)C 2-(4-(6-(3-(Azetidin-1-yl)phenyl)-5,7-dimethyl-1-oxo-1H-pyrrolo[3,4-d]pyridazin-2(6H)-yl)phenyl)-N-methylacetamide